[O-2].[Gd+3].[Ce+3].[O-2].[O-2] Cerium-Gadolinium-Oxid